FC1(C(C1)N1N=NC=C1)F 1-(2,2-difluorocyclopropyl)triazole